C12CN(CC(CC1)N2)C=2C(=C1CN(C(C1=C(C2)F)=O)C2C(NC(CC2)=O)=O)F 3-(5-(3,8-diazabicyclo[3.2.1]octan-3-yl)-4,7-difluoro-1-oxoisoindolin-2-yl)piperidine-2,6-dione